6-bromo-8-(1-hydroxyethyl)imidazo[1,2-a]pyridine-2-carboxylate BrC=1C=C(C=2N(C1)C=C(N2)C(=O)[O-])C(C)O